(s)-2-(dimethylamino)-3-methylbutanoic acid CN([C@H](C(=O)O)C(C)C)C